2-{[4-(3-{[(5-chloro-3-fluoropyridin-2-yl)oxy]methyl}phenoxy)piperidin-1-yl]methyl}-1-[(1-ethyl-1H-imidazol-5-yl)methyl]-1H-1,3-benzodiazole-6-carboxylic acid ClC=1C=C(C(=NC1)OCC=1C=C(OC2CCN(CC2)CC2=NC3=C(N2CC2=CN=CN2CC)C=C(C=C3)C(=O)O)C=CC1)F